C[C@H](C(=O)OCC=C)C[C@H](CC1=CC=CC=C1)NC(=O)C=1N=C(SC1)[C@@H](C[C@H](C(C)C)NC)OCC(=C)C (2S,4R)-allyl 2-methyl-4-(2-((1R,3R)-4-methyl-1-((2-methylallyl)oxy)-3-(methylamino)pentyl)thiazole-4-carboxamido)-5-phenylpentanoate